ClC1=CC2=C(C=N1)C=NN2COCC[Si](C)(C)C 6-chloro-1-((2-(trimethylsilyl)ethoxy)methyl)-1H-pyrazolo[4,3-c]pyridine